NC1=CC(=C(OC2=C(C=C(C=C2)OC2=C(C=C(C=C2)N)C(F)(F)F)C(C)(C)C)C=C1)C(F)(F)F 1,4-bis(4-amino-2-trifluoromethylphenoxy)-2-tert-butylbenzene